CN1CCN(CC1)C=1C=2N(C=CN1)C(=C(C2)C2=CC=C(C#N)C=C2)C2=CC=C(C=C2)C 4-(1-(4-methylpiperazin-1-yl)-6-(p-tolyl)pyrrolo[1,2-a]pyrazin-7-yl)benzonitrile